(+/-)-trans-methyl 3-((2-(5-fluoro-1-tosyl-1H-pyrrolo[2,3-b]pyridin-3-yl)-7-methyl-7H-pyrrolo[2,3-d]pyrimidin-4-yl)amino)bicyclo[2.2.2]octane-2-carboxylate FC=1C=C2C(=NC1)N(C=C2C=2N=C(C1=C(N2)N(C=C1)C)NC1C(C2CCC1CC2)C(=O)OC)S(=O)(=O)C2=CC=C(C)C=C2